anetholate C=1(C(=CC(C=CC)=CC1)C(=O)[O-])OC